N2,N2-dimethyl-5,7-dihydrospiro[cyclopenta[b]pyridine-6,4'-piperidine]-2,5-diamine CN(C1=CC=C2C(=N1)CC1(CCNCC1)C2N)C